COC1=CC=C2C3=C(NC2=C1)C(=NC=C3)C 7-methoxy-1-methyl-9H-pyrido[3,4-b]-indole